C(CCC[Se]CCCC(=O)O)(=O)O monoselenodibutyric acid